2-butyl-5-{[1-(4-chlorophenyl)-1H-pyrazol-3-yl]methyl}-3-(2,6-dimethoxyphenyl)-6-hydroxy-3,4-dihydropyrimidin-4-one C(CCC)C1=NC(=C(C(N1C1=C(C=CC=C1OC)OC)=O)CC1=NN(C=C1)C1=CC=C(C=C1)Cl)O